FC=1C=C(C=CC1F)C1(CCN(CC1)C1=NC(=CN=C1)C=1C(=NN(C1)C)C(F)(F)F)O 4-(3,4-difluorophenyl)-1-(6-(1-methyl-3-(trifluoromethyl)-1H-pyrazol-4-yl)pyrazin-2-yl)piperidin-4-ol